CC1=C(C=NC=2OCCN(C21)C(=O)OC(C)(C)C)B2OC(C(O2)(C)C)(C)C tert-butyl 8-methyl-7-(4,4,5,5-tetramethyl-1,3,2-dioxaborolan-2-yl)-2,3-dihydro-1H-pyrido[2,3-b][1,4]oxazine-1-carboxylate